ClC1=C2C(=NC=C1C#CC=1C=NC(=CC1)F)NC=C2 4-chloro-5-((6-fluoropyridin-3-yl)ethynyl)-1H-pyrrolo[2,3-b]Pyridine